1-(4-chloro-2-methoxyphenyl)-N-(1-methylpiperidin-3-yl)pyrido[3,4-d]pyridazin-4-amine ClC1=CC(=C(C=C1)C1=C2C(=C(N=N1)NC1CN(CCC1)C)C=NC=C2)OC